3-(1,1-difluoroethyl)-4-(3-methyl-4-(methylsulfonyl)phenyl)-1H-pyrazolo[4,3-c]pyridine FC(C)(F)C1=NNC2=C1C(=NC=C2)C2=CC(=C(C=C2)S(=O)(=O)C)C